CC(C(=O)OCCCCCCCCN(C)C)=C 8-(dimethylamino)octyl (methyl)acrylate